O=C(C(=O)N)N1[C@H](CN([C@@H](C1)C)C(=O)C1(CC1)C(F)(F)F)C1=CC=CC=C1 2-Oxo-2-[(2S,5R)-5-methyl-2-phenyl-4-[1-(trifluoromethyl)cyclopropanecarbonyl]piperazin-1-yl]acetamide